CC1=NC(=CC=C1OC1CCCCC1)C=1C=NN(C1COC(N(C(C)(CCC)C)C)=O)C (rac)-trans-3-((2-Methyl-6-(1-methyl-5-(((methyl(2-methylpentan-2-yl)carbamoyl)oxy)methyl)-1H-pyrazol-4-yl)pyridin-3-yl)oxy)cyclohexan